OC1=C(C=C(C=C1)C(C)(C)C1=CC(=C(C=C1)O)OC)OC 2,2-bis(4-hydroxy-3-methoxyphenyl)propane